Cl.ClC1=C(OCCN)C=CC(=C1)OC(F)(F)F 2-(2-chloro-4-(trifluoromethoxy)phenoxy)ethylamine hydrochloride